N-(2-Amino-4-((4-(trifluoromethyl)benzyl)amino)phenyl)-2,3-difluorononanamid NC1=C(C=CC(=C1)NCC1=CC=C(C=C1)C(F)(F)F)NC(C(C(CCCCCC)F)F)=O